6-aza-2-silapentadecan-6-ium-15-oate C[SiH2]CCC[NH2+]CCCCCCCCC(=O)[O-]